C1(CCCC1)C(=O)N1CCN(CC1)CC1=C(N=C2N1C=CC=C2)C2=CC=C(C=C2)C(C)C cyclopentyl(4-{[2-(4-isopropylphenyl)imidazo[1,2-a]pyridin-3-yl]methyl}piperazin-1-yl)methanone